BrC1=C(C(=C(C=C1)OC(F)F)F)OC 1-bromo-4-(difluoromethoxy)-3-fluoro-2-methoxybenzene